FC(/C=C/C1=CC2=C(NC=N2)C=C1)F (E)-5-(3,3-difluoroprop-1-en-1-yl)benzo[d][1,3]diazole